C1(=CC=CC=C1)NC(C1=CC=C(C=C1)B1OC(C(O1)(C)C)(C)C)=O N-phenyl-4-(4,4,5,5-tetramethyl-1,3,2-dioxaborolan-2-yl)benzamide